tert-butyl N-[2-[tert-butyl(dimethyl)silyl]oxy-3-[(4-methoxyphenyl)methylamino]propyl]carbamate [Si](C)(C)(C(C)(C)C)OC(CNC(OC(C)(C)C)=O)CNCC1=CC=C(C=C1)OC